7-bromo-6-fluoro-N5-(4-methoxybenzyl)-2-methylquinazoline-4,5-diamine BrC=1C(=C(C=2C(=NC(=NC2C1)C)N)NCC1=CC=C(C=C1)OC)F